C12(C(CC(CC1)C2(C)C)=O)C camphanone